FC1=C(C=CC(=C1)C(F)(F)F)COC1CN(C1)C(=O)N1CC(CC1)N1C=CC=C1 [3-[[2-fluoro-4-(trifluoromethyl)phenyl]methoxy]azetidin-1-yl]-(3-pyrrol-1-ylpyrrolidin-1-yl)methanone